BrC1=C2C(=NC(=C1)Cl)N(C=C2)COCC[Si](C)(C)C 4-bromo-6-chloro-1-(2-(trimethylsilyl)ethoxymethyl)-1H-pyrrolo[2,3-b]pyridine